3-(1,3-benzodioxol-5-yl)-2-methylpropanol O1COC2=C1C=CC(=C2)CC(CO)C